2-{1-[N-methyl-5-(1H-indole-2-carbonyl)-4H,5H,6H,7H-[1,2]oxazolo[4,5-c]pyridine-3-amido]cyclopropyl}pyrimidine-5-carboxylic acid CN(C(=O)C1=NOC2=C1CN(CC2)C(=O)C=2NC1=CC=CC=C1C2)C2(CC2)C2=NC=C(C=N2)C(=O)O